(2-adamantan-1-yl-4-bromophenoxy)-acetic acid C12(CC3CC(CC(C1)C3)C2)C2=C(OCC(=O)O)C=CC(=C2)Br